FC(C=1C=CC(=NC1)OC1CCC(CC1)C(=O)OCC)(F)F ethyl 4-{[5-(trifluoromethyl)pyridin-2-yl]oxy}cyclohexane-1-carboxylate